C(C=C)(=O)N1C[C@@H](CCC1)O (3R,4R)-1-acryloyl-3-hydroxypiperidin